(2-(2-(4,4-dimethylcyclohexylidene)ethyl)-1,3-dioxolan-4-yl)methanol CC1(CCC(CC1)=CCC1OCC(O1)CO)C